2,4,5-Trichlorophenyl cinnamate C(C=CC1=CC=CC=C1)(=O)OC1=C(C=C(C(=C1)Cl)Cl)Cl